OCC1(N(CCC1)C(=O)OC(C)(C)C)C tert-butyl 2-(hydroxymethyl)-2-methyl-pyrrolidine-1-carboxylate